7-chloro-8-(1,1-difluoroethyl)-6-(2,6-difluorophenyl)-4H-[1,2,4]triazolo[4,3-a][1,4]benzodiazepine ClC1=C(C=CC2=C1C(=NCC=1N2C=NN1)C1=C(C=CC=C1F)F)C(C)(F)F